quinoline-carboxylic acid methyl ester COC(=O)C1=NC2=CC=CC=C2C=C1